ClC1N=CC2=C(N1C1CC1)N(C(=C2)C)S(=O)(=O)C2=CC=C(C)C=C2 chloro-N-cyclopropyl-6-methyl-7-tosyl-7h-pyrrolo[2,3-d]Pyrimidine